2-methyl-acrylic acid-8-aminooctyl ester NCCCCCCCCOC(C(=C)C)=O